FC(C1=NN=C(O1)C=1C=CC(=NC1)CN(S(=O)(=O)C)C=1C=C2CN(CC2=CC1)C)F N-((5-(5-(difluoromethyl)-1,3,4-oxadiazol-2-yl)pyridin-2-yl)methyl)-N-(2-methylisoindolin-5-yl)methanesulfonamide